FC=1C=C(C=C2C=CC(=NC12)N1C[C@H](CC1)OC)CN1C[C@H]([C@@H](C1)COC)OC=1C=C2CN(C(C2=CC1)=O)[C@@H]1C(NC(CC1)=O)=O |o1:13| (S)-3-(5-(((3S,4S)-1-((8-fluoro-2-((S*)-3-methoxypyrrolidin-1-yl)quinolin-6-yl)methyl)-4-(methoxymethyl)pyrrolidin-3-yl)oxy)-1-oxoisoindolin-2-yl)piperidine-2,6-dione